O1CC(C2=C1C=CC=C2)C#N 2,3-dihydro-benzofuran-3-carbonitrile